ClC1=NC=C(C(=O)NOCC)C(=C1)NC1=C(C(=CC=C1)C1=NC=C(C=N1)F)OC([2H])([2H])[2H] 6-Chloro-N-ethoxy-4-((3-(5-fluoropyrimidin-2-yl)-2-(methoxy-d3)phenyl)amino)nicotinamide